(1S,3S)-3-((6-(5-(((Butoxycarbonyl)(methyl)amino)methyl)-1-methyl-1H-pyrazol-4-yl)pyridin-3-yl)oxy)-cyclohexan C(CCC)OC(=O)N(C)CC1=C(C=NN1C)C1=CC=C(C=N1)OC1CCCCC1